7-(2,6-dichlorophenyl)-3-(isoquinolin-4-yl)quinazoline-2,4(1H,3H)-dione ClC1=C(C(=CC=C1)Cl)C1=CC=C2C(N(C(NC2=C1)=O)C1=CN=CC2=CC=CC=C12)=O